ClC1=C(C=C(OC2=C(C=O)C=C(C=C2F)F)C=C1)C(F)(F)F (4-chloro-3-(trifluoromethyl)phenoxy)-3,5-difluorobenzaldehyde